C(C)NC1=NC(=NC(N1)=S)[S-].[Na+] sodium 6-ethylamino-1,3,5-triazine-2-thione-4-thiolate